n-methyl-2-(4-(3-methyl-2-(pyridin-4-yl)-1H-indol-5-yl)piperidin-1-yl)ethan-1-amine CNCCN1CCC(CC1)C=1C=C2C(=C(NC2=CC1)C1=CC=NC=C1)C